(7-fluoro-2-oxoquinolin-1(2H)-yl)acetamide FC1=CC=C2C=CC(N(C2=C1)CC(=O)N)=O